ClC1=C(C(=O)N(C)C2(CC2)C#N)C=C(C=C1)C=1C=NN(C1)C=1N(C(=CC1)C(C(F)(F)F)(C(F)(F)F)F)C1CC1 2-chloro-N-(1-cyanocyclopropyl)-5-[1-[1-cyclopropyl-5-[1,2,2,2-tetrafluoro-1-(trifluoromethyl)ethyl]pyrrol-2-yl]pyrazol-4-yl]-N-methyl-benzamide